N1(N=NC=C1)C=1C=C(C=NC1)O 5-(1H-1,2,3-triazol-1-yl)pyridin-3-ol